CNC12CC3CC(CC(C1)C3)C2 N-methyl-1-adamantanamine